CC1(O[C@]2([C@@H](O1)C[C@]13[C@H](CC[C@H]1C([C@H]2C3)(C)C)C)C)C (3aS,4aR,5S,7aS,9R,9aR)-2,2,5,8,8,9a-hexamethyloctahydro-4H-4a,9-methanoazuleno[5,6-d][1,3]dioxole